ClC=1C=C(C=C(C1)Cl)C1(CC(=NO1)N1CC=2C=NC(=CC2C1)C(=O)NC(C(F)(F)F)C(C)C)C(F)(F)F 2-(5-(3,5-dichlorophenyl)-5-(trifluoromethyl)-4,5-dihydroisoxazol-3-yl)-N-(1,1,1-trifluoro-3-methylbutan-2-yl)-2,3-dihydro-1H-pyrrolo[3,4-c]pyridine-6-carboxamide